N1C=NC(=C1)CN1C(C=C2N1C=CC=C2)=O 1-(1H-imidazol-4-ylmethyl)pyrazolo[1,5-a]pyridin-2(1H)-one